C(C)OC1=CC=C(CCN2N=CC(=C2)CNC2=NC=3N([C@H](C(NC3C=N2)=O)C)C)C=C1 (7S)-2-(((1-(4-ethoxyphenethyl)-1H-pyrazol-4-yl)methyl)amino)-7,8-dimethyl-7,8-dihydropteridin-6(5H)-one